FC1(CCN(CC1)C1=NC(=CC(=N1)NC(C1=C(C=C(C=C1)NS(=O)(=O)CCO)C1CCC2(CC2)CC1)=O)C)F N-(2-(4,4-difluoropiperidin-1-yl)-6-methylpyrimidin-4-yl)-4-(2-hydroxyethylsulfonylamino)-2-(spiro[2.5]oct-6-yl)benzamide